ClC=1C=C2CCC[C@@]3(C2=CC1)COC1=C(NC3)C=C(C=C1)S(=O)(=O)N(CC1=CC=C(C=C1)OC)CC1=CC=C(C=C1)OC (3S)-6'-chloro-N,N-bis[(4-methoxyphenyl)methyl]spiro[4,5-dihydro-2H-1,5-benzoxazepine-3,1'-tetralin]-7-sulfonamide